ClC1=CC(=NC(=C1)Cl)N/N=C/OCC ethyl (1E)-N-(4,6-dichloropyridyl)methanehydrazonate